N\C(\CC1CC2(CN(C2)C(=O)OC(C)(C)C)C1)=N/O tert-butyl 6-[(2Z)-2-amino-2-hydroxyimino-ethyl]-2-azaspiro[3.3]heptane-2-carboxylate